CC(C)(OC(CCOCCOCCNC(CCC(=O)O)=O)=O)C 2,2-dimethyl-4,14-dioxo-3,7,10-trioxa-13-azaheptadecane-17-oic acid